NC1=NC=C(C2=C1C(=NN2C)C2=CC(=C(C=C2)NS(=O)(=O)C(F)F)O[C@@H](C)C2=CC=C(C=C2)F)I (S)-N-(4-(4-amino-7-iodo-1-methyl-1H-pyrazolo[4,3-c]pyridin-3-yl)-2-(1-(4-fluorophenyl)ethoxy)phenyl)-1,1-difluoromethanesulfonamide